(R)-(3-methoxy-2-methyl-3-oxopropyl)zinc(II) bromide [Br-].COC([C@H](C[Zn+])C)=O